C1(CCCCC1)NC1=C(C=C(C=C1)S(=O)(=O)NCCN1CCOCC1)NCC1=CC=NC=C1 4-(cyclohexylamino)-N-(2-morpholinoethyl)-3-((pyridin-4-ylmethyl)amino)benzenesulfonamide